C([O-])([O-])=O.[Zn+2].[Cu+2].C1(CCCC1)NC1=CC=C(C=C1)[C@@H]1N(CCC[C@@H]1C(=O)NC1=CC(=C(C=C1)C)C(F)(F)F)S(=O)(=O)C=1C=NC=CC1.C([O-])([O-])=O (2R,3S)-2-(4-(cyclopentylamino)phenyl)-N-(4-methyl-3-(trifluoromethyl)phenyl)-1-(pyridin-3-ylsulfonyl)piperidine-3-carboxamide copper-zinc carbonate